5-(6-Chloroimidazo[1,2-a]pyridin-3-yl)-3-(4-(4,4,5,5-tetramethyl-1,3,2-dioxaborolan-2-yl)phenyl)-1,2,4-oxadiazole ClC=1C=CC=2N(C1)C(=CN2)C2=NC(=NO2)C2=CC=C(C=C2)B2OC(C(O2)(C)C)(C)C